5-(chloroethyl)-3-furanyl-1,3,4-oxadiazole ClCCC1=NN(CO1)C=1OC=CC1